C1(=CC=CC=C1)C=1C(=NC=CC1)C(C)(C)C1=NC=CC=C1C1=CC=CC=C1.[Pt+2] Platinum(II) [bis(phenylpyridinyl)propane]